3-formylaniline C(=O)C=1C=C(N)C=CC1